1-((1R,5S)-1-(4-((3-Chloro-2-fluorophenyl)amino)quinazolin-6-yl)-3-azabicyclo[3.1.0]hexan-3-yl)prop-2-en-1-one ClC=1C(=C(C=CC1)NC1=NC=NC2=CC=C(C=C12)[C@@]12CN(C[C@H]2C1)C(C=C)=O)F